COC1=C(N)C=CC=C1B1OC(C(O1)(C)C)(C)C 2-methoxy-3-(4,4,5,5-tetramethyl-1,3,2-dioxaborolan-2-yl)aniline